COC(\C=C\C=C\C(=O)OC)=O trans-muconic acid dimethyl ester